7-(2,4-difluoro-phenyl)-5-(4-(4,4-difluoro-piperidine-1-carbonyl)-2-fluoro-phenyl)benzofuran FC1=C(C=CC(=C1)F)C1=CC(=CC=2C=COC21)C2=C(C=C(C=C2)C(=O)N2CCC(CC2)(F)F)F